CN(CCNC(=O)C=1C=C(C=CC1O)NC(=O)C1=CC2=C(S1)C=CC=C2C=2C=C1C(=NC2)NC=C1)C N-(3-((2-(dimethylamino)ethyl)carbamoyl)-4-hydroxyphenyl)-4-(1H-pyrrolo[2,3-b]pyridin-5-yl)benzo[b]thiophene-2-carboxamide